ClC1=C(N2CCCC2=C1C(=O)O)C(C(N[C@H](C(F)(F)F)C)=O)=O (S)-6-chloro-5-(2-oxo-2-((1,1,1-trifluoropropan-2-yl)amino)acetyl)-2,3-dihydro-1H-pyrrolizine-7-carboxylic acid